C(N)(OC=1C=C2C=CN(C2=CC1Cl)C1=CC=C(C=C1)C(F)(F)F)=O (6-chloro-1-(4-(trifluoromethyl) phenyl)-1H-indol-5-yl) carbamate